10,15-dihydro-5,5,10,10,15,15-hexamethyl-5H-tribenzo[a,f,k]trindene CC1(C2=C(C3=C4C(C5=C(C4=C4C(C6=C(C4=C13)C=CC=C6)(C)C)C=CC=C5)(C)C)C=CC=C2)C